5-(1-(2-(4-(3-(1-(5-chloropyrimidin-2-yl)piperidin-4-yl)propoxy)-2-fluorophenyl)acetyl)-1,6-diazaspiro[3.3]heptan-6-yl)-5-oxopentane-1-sulfonic acid ClC=1C=NC(=NC1)N1CCC(CC1)CCCOC1=CC(=C(C=C1)CC(=O)N1CCC12CN(C2)C(CCCCS(=O)(=O)O)=O)F